FC1=CC=C(C(=O)N2[C@@H](C=3N(CC2)C(=NC3N3C(C2=CC=CC=C2CC3)=O)C3=NC(=NS3)C)C)C=C1 (R)-2-(7-(4-Fluorobenzoyl)-8-methyl-3-(3-methyl-1,2,4-thiadiazol-5-yl)-5,6,7,8-Tetrahydroimidazo[1,5-a]pyrazin-1-yl)-3,4-dihydroisoquinolin-1(2H)-one